1-(2-hydroxyethyl)-N,N-bis(4-methoxybenzyl)-1H-pyrazole-3-sulfonamide OCCN1N=C(C=C1)S(=O)(=O)N(CC1=CC=C(C=C1)OC)CC1=CC=C(C=C1)OC